C1(CCCCC1)C(CN1CCCCC1)C 1-(2-cyclohexylpropyl)piperidin